5-methyl-5-(1-methylpropyl)-1,3-dioxane CC1(COCOC1)C(CC)C